BrC=1C(=CC=C2CN(C(C12)=O)C1C(NC(CC1)=O)=O)S(=O)(=O)C 3-(7-bromo-6-(methylsulfonyl)-1-oxoisoindolin-2-yl)piperidine-2,6-dione